(S)-(3-(4-fluorophenyl)tetrahydrofuran-3-yl)methanol FC1=CC=C(C=C1)[C@]1(COCC1)CO